C1=CC=C(C=C1)P(=O)(C2=CC=CC=C2)C3=C(C4=CC=CC=C4C=C3)C5=C(C=CC6=CC=CC=C65)P(=O)(C7=CC=CC=C7)C8=CC=CC=C8 [1,1'-binaphthalene]-2,2'-diylbis(diphenylphosphine oxide)